2-(3,6-dihydro-2H-thiopyran-4-yl)-4,4,5,5-tetramethyl-1,3,2-dioxaborolan S1CCC(=CC1)B1OC(C(O1)(C)C)(C)C